[2H]C1(C(C12CC(C2)O)([2H])[2H])[2H] 1,1,2,2-tetradeuteriospiro[2.3]hexan-5-ol